ClC1=CC=C2C(=C1)NC(C21N(C(C=2N=C(N(C21)C(C)C)C=2C(=NC(=CC2)OCC)OC)=O)C2=C(C=CC(=C2)Cl)C)=O 6-chloro-5'-(5-chloro-2-methylphenyl)-2'-(6-ethoxy-2-methoxypyridin-3-yl)-3'-isopropyl-3'H-spiro[indoline-3,4'-pyrrolo[3,4-d]imidazole]-2,6'(5'H)-dione